CC(COC1=NC=CC=C1C)(C)NC(C[C@@H]1N(CCC1)C(=O)OC(C)(C)C)=O tert-butyl (R)-2-(2-((2-methyl-1-((3-methylpyridin-2-yl)oxy)propan-2-yl)amino)-2-oxoethyl)pyrrolidine-1-carboxylate